(4s)-9,10-dimethoxy-6,8,13,13a-tetrahydro-5H-isoquinolino[3,2-a]Oxazolo[4,5-g]Isoquinoline COC1=C(C=CC=2CC3N(CCC4=CC5=C(C=C34)OC=N5)CC12)OC